5-[[4-methyl-6-(methylamino) pyrimidin-2-yl]amino]-2,3-dihydrobenzofuran-7-ylpiperazine-1-carboxylate CC1=NC(=NC(=C1)NC)NC=1C=C(C2=C(CCO2)C1)OC(=O)N1CCNCC1